C(C)C1C2C3C4CCC(=C3C(C1)C2)C4 8-ethyltetracyclo[4.4.0.12,5.17,10]-dodecene